Methyl 5-chloro-1-(4-cyclopropylbenzyl)-1H-benzo[d][1,2,3]triazole-7-carboxylate ClC1=CC2=C(N(N=N2)CC2=CC=C(C=C2)C2CC2)C(=C1)C(=O)OC